1,14-diamino-3,10-dioxa-tetradecane NCCOCCCCCCOCCCCN